4-((1,1-difluoroallyl)oxy)-7-(thiazol-2-yl)benzo[d]oxazole FC(C=C)(F)OC1=CC=C(C2=C1N=CO2)C=2SC=CN2